(3-Carboxy-propyl)-N,N-dimethylammonium methyl-trifluoroborate C[B-](F)(F)F.C(=O)(O)CCC[NH+](C)C